O=S1(CCN(CC1)C(=O)C1=C(C=C(C=C1)NC(=O)C1CC1)N1CC(CC1)C(F)(F)F)=O N-[4-(1,1-dioxo-1,4-thiazinane-4-carbonyl)-3-[3-(trifluoromethyl)pyrrolidin-1-yl]phenyl]cyclopropanecarboxamide